C(O)C(C(=O)O)(C)CO α,α-dimethylolpropanoic acid